1-(3-fluoro-4-methylbenzyl)-5-hydroxy-N-methyl-8-(1-methyl-1H-pyrazol-4-yl)-2-oxo-2,3-dihydro-1H-benzo[b]azepine-4-carboxamide FC=1C=C(CN2C3=C(C(=C(CC2=O)C(=O)NC)O)C=CC(=C3)C=3C=NN(C3)C)C=CC1C